CC=1C(=C(C=C(C1)C(F)(F)F)O)C=1C=CC=2C(N1)=NN(C2)C2CCC1=C(N(N=N1)C)C2 3-methyl-2-(2-(1-methyl-4,5,6,7-tetrahydro-1H-benzo[d][1,2,3]triazol-6-yl)-2H-pyrazolo[3,4-b]pyridin-6-yl)-5-(trifluoromethyl)phenol